4-amino-N,1-dimethyl-N-((3S)-6-(6-(trifluoromethyl)-2-pyridinyl)-2,3-dihydro-1-benzofuran-3-yl)-1H-pyrazolo[4,3-c]quinoline-8-carboxamide NC1=NC=2C=CC(=CC2C2=C1C=NN2C)C(=O)N([C@@H]2COC1=C2C=CC(=C1)C1=NC(=CC=C1)C(F)(F)F)C